C(C)N(C(COC1=CC=C(C=C1)C)=O)CC1OCCC1 N-ethyl-2-(4-methyl-phenoxy)-N-(tetrahydrofuran-2-ylmethyl)acetamide